C1(=CC=CC=C1)P(C1=C(C=CC=C1)C=1OC[C@@H](N1)C(C)C)C1=CC=CC=C1 (S)-2-(2-(diphenylphosphino)phenyl)-4-isopropyl-4,5-dihydro-oxazol